2,3-dimethylallyl-chalcone isopentyl-4-methoxycinnamate C(CC(C)C)OC(C=CC1=CC=C(C=C1)OC)=O.CC(CC1=C(C=CC=C1)\C=C\C(=O)C1=CC=CC=C1)=CC